C(C)(=O)O[C@@H](C(F)(F)F)[C@H]1O[C@H]([C@@H](C1)OC(C)=O)N1C=2N=C(NC(C2N(C1=O)CCC)=O)NC(C)=O (R)-1-((2S,4R,5R)-5-(2-Acetamido-6,8-dioxo-7-propyl-1,6,7,8-tetrahydro-9H-purin-9-yl)-4-acetoxytetrahydrofuran-2-yl)-2,2,2-trifluoroethyl acetate